ClC1=CC=C(COC2=NN=C(S2)NC(C2=CN=C(C=C2C2=C(C=CC=C2)OC)CC#N)=O)C=C1 N-(5-((4-chlorobenzyl)oxy)-1,3,4-thiadiazol-2-yl)-6-(cyanomethyl)-4-(2-methoxyphenyl)nicotinamide